N1N=CC2=CC(=CC=C12)NC1CN(CCC1)C1=CC=C2C=C(NC2=C1)C(=O)NC1=CN=NC=C1 6-(3-((1H-indazol-5-yl)amino)piperidin-1-yl)-N-(pyridazin-4-yl)-1H-indole-2-carboxamide